6-chloro-3-cyclopropyl-2-(trifluoromethoxy)pyridine ClC1=CC=C(C(=N1)OC(F)(F)F)C1CC1